CN(C)CC1C(N(CC2(CC2)C1)CC1=CC=C(C=C1)OCC(C)C)=O 7-[(dimethylamino)methyl]-5-(4-isobutoxybenzyl)-5-azaspiro[2.5]octan-6-one